3-(3-(4-(3-(3-amino-6-(2-hydroxyphenyl)pyridazin-4-yl)-3,8-diazabicyclo[3.2.1]octan-8-yl)pyridin-2-yl)prop-2-yn-1-yl)-3-azabicyclo[3.1.0]hexan-1-ol NC=1N=NC(=CC1N1CC2CCC(C1)N2C2=CC(=NC=C2)C#CCN2CC1(CC1C2)O)C2=C(C=CC=C2)O